C(C)(C)C1=NOC(=N1)N1CCC(CC1)[C@@H](C)OC1=NN2C(S1)=NC(=C2)C2=CC(=C(C=C2)SC)F 2-((R)-1-(1-(3-isopropyl-1,2,4-oxadiazol-5-yl)piperidin-4-yl)ethoxy)-6-(3-fluoro-4-(methylthio)phenyl)imidazo[2,1-b][1,3,4]thiadiazole